CC1=NC2=CN=C(C=C2C=C1)C(=O)NC1CCN(CC1)C methyl-N-(1-methyl-4-piperidyl)-1,7-naphthyridine-6-carboxamide